(R)-2-(2,6-dimethyl-4-((3-methyl-4-(4-(trifluoromethyl)benzyl)piperazin-1-yl)methyl)phenoxy)-2-methylpropanoic acid CC1=C(OC(C(=O)O)(C)C)C(=CC(=C1)CN1C[C@H](N(CC1)CC1=CC=C(C=C1)C(F)(F)F)C)C